3,4-dimethyl-4-hydroxybenzaldehyde CC1C=C(C=O)C=CC1(O)C